1'-Bromoferrocenecarboxaldehyde Br[C-]1C=CC=C1.[C-]1(C=CC=C1)C=O.[Fe+2]